O1N(C=C2C1=C2)C2(CC=C(C=C2)CN2C[C@@H](N(C[C@H]2C)C2=CC(N(C=1C=CC(=NC21)C#N)C)=O)C)F 8-((2S,5r)-4-((4-cyclopropisoxazol-2-yl)(4-fluorophenyl)methyl)-2,5-dimethylpiperazin-1-yl)-5-methyl-6-oxo-5,6-dihydro-1,5-naphthyridine-2-carbonitrile